4,5-dimethylisoxazole-3-sulfonamide CC=1C(=NOC1C)S(=O)(=O)N